((6-bromo-1-(octyloxy)hexyl)oxy)dimethyl-(octyl)silane BrCCCCCC(OCCCCCCCC)O[Si](CCCCCCCC)(C)C